methyl 2-methyl-1-phenylcarbonyloxypropyl (2E)-but-2-ene-1,4-dioate C(\C=C\C(=O)OC(C(C)C)OC(=O)C1=CC=CC=C1)(=O)OC